5-amino-1,3-dimethyl-2-oxoindoline-3,6-dicarboxylic acid dimethyl ester hydrochloride Cl.COC(=O)C1(C(N(C2=CC(=C(C=C12)N)C(=O)OC)C)=O)C